BrCC1=C(C=C(C=C1)C(F)(F)F)I 1-(Bromomethyl)-2-iodo-4-(trifluoromethyl)benzene